undecyl ((3S,4S)-1-(4-((3S,4S)-3,4-bis(((1S,2R)-2-phenylcyclopropyl) carbamoyl)pyrrolidine-1-carbonyl)benzoyl)-4-methoxypyrrolidin-3-yl)carbamate C1(=CC=CC=C1)[C@@H]1[C@H](C1)NC(=O)[C@@H]1CN(C[C@H]1C(N[C@@H]1[C@H](C1)C1=CC=CC=C1)=O)C(=O)C1=CC=C(C(=O)N2C[C@@H]([C@H](C2)OC)NC(OCCCCCCCCCCC)=O)C=C1